2-[6-bromo-2-(3,6-dihydro-2H-pyran-4-yl)-7-ethyl-[1,2,4]triazolo[1,5-a]pyridin-8-yl]-N-[2-chloro-4-(trifluoromethyl)phenyl]acetamide BrC=1C(=C(C=2N(C1)N=C(N2)C=2CCOCC2)CC(=O)NC2=C(C=C(C=C2)C(F)(F)F)Cl)CC